FC1=C(CC2=NC(=NN2)C(=O)N[C@@H]2C(N(C3=C(OC2)C=CC(=C3)CCC(N3CCCC3)=O)C)=O)C=CC(=C1)F (S)-5-(2,4-difluorobenzyl)-N-(5-methyl-4-oxo-7-(3-oxo-3-(pyrrolidin-1-yl)propyl)-2,3,4,5-tetrahydrobenzo[b][1,4]oxazepin-3-yl)-1H-1,2,4-triazole-3-carboxamide